(4-(((2S,4R)-2-methyl-1-propionyl-1,2,3,4-tetrahydroquinolin-4-yl)amino)phenyl)sulfonamide C[C@@H]1N(C2=CC=CC=C2[C@@H](C1)NC1=CC=C(C=C1)S(=O)(=O)N)C(CC)=O